bis1-naphthylmethyl ether C1(=CC=CC2=CC=CC=C12)C(C1=CC=CC2=CC=CC=C12)OC(C1=CC=CC2=CC=CC=C12)C1=CC=CC2=CC=CC=C12